1-[6-(5-chloro-1,3-benzoxazol-2-yl)spiro[3.3]heptan-2-yl]-3-ethyl-urea ClC=1C=CC2=C(N=C(O2)C2CC3(CC(C3)NC(=O)NCC)C2)C1